methyl 3-bromo-6-methylpicolinate BrC=1C(=NC(=CC1)C)C(=O)OC